3-(2,5-dimethylphenyl)-4-hydroxy-8-methoxy-1,8-diazaspiro[4.5]-3-decen-2-one CC1=C(C=C(C=C1)C)C=1C(NC2(C1O)CCN(CC2)OC)=O